ethyl 2-(3,4-dichlorophenoxy)-2-methylpropanoate ClC=1C=C(OC(C(=O)OCC)(C)C)C=CC1Cl